benzyl-dimethyl-(tridecyl)ammonium chloride [Cl-].C(C1=CC=CC=C1)[N+](CCCCCCCCCCCCC)(C)C